C(C)(C)(C)OC(=O)N1CC2(CCCC2)C(CC1)CNCCO[Si](C)(C)C.C(CCCC)C=C(C(=O)N)C=C n-pentyl-vinyl-acrylamide tert-Butyl-10-(((2-((trimethylsilyl)oxy)ethyl)amino)methyl)-7-azaspiro[4.5]decane-7-carboxylate